N-((3R,4S)-4-((7-(2,6-dichloro-3,5-dimethoxyphenyl)-5-(4-hydroxy-4-methylpiperidin-1-yl)-2,6-naphthyridin-3-yl)amino)tetrahydrofuran-3-yl)acrylamide ClC1=C(C(=C(C=C1OC)OC)Cl)C1=NC(=C2C=C(N=CC2=C1)N[C@H]1[C@H](COC1)NC(C=C)=O)N1CCC(CC1)(C)O